FC=1C=C(C=CC1F)N1C=2N(CCC1)N=C(N2)NC2=CC(=C(C=C2)N2C=NC(=C2)C(F)(F)F)OC 4-(3,4-difluorophenyl)-N-[3-methoxy-4-[4-(trifluoromethyl)imidazol-1-yl]phenyl]-6,7-dihydro-5H-[1,2,4]triazolo[1,5-a]pyrimidin-2-amine